1-(4-((2-(2,4-bis(benzyloxy)-5-isopropylbenzoyl)isoindolin-5-yl)methyl)piperazin-1-yl)ethan-1-one C(C1=CC=CC=C1)OC1=C(C(=O)N2CC3=CC=C(C=C3C2)CN2CCN(CC2)C(C)=O)C=C(C(=C1)OCC1=CC=CC=C1)C(C)C